N1C(=C(C=2C(=CC=CC12)CC(=O)O)CC(=O)O)CC(=O)O indole-triacetic acid